(S)-5-bromo-N-(1-(2-chlorophenyl)ethyl)-3,6-difluoropyridin-2-amine BrC=1C=C(C(=NC1F)N[C@@H](C)C1=C(C=CC=C1)Cl)F